3,4-dihydro-2H-1,4-benzoxazine-6-sulfonic acid O1CCNC2=C1C=CC(=C2)S(=O)(=O)O